8-(4-(4-fluorophenyl)piperazin-1-yl)-7-(3-methoxybenzyl)-1,3-dimethyl-3,7-dihydro-1H-purine-2,6-dione FC1=CC=C(C=C1)N1CCN(CC1)C1=NC=2N(C(N(C(C2N1CC1=CC(=CC=C1)OC)=O)C)=O)C